N1(CCC1)CC(=O)N1CCC(CC1)(C1=CC=C(C=C1)F)CNC1=CC(=NC=2N1N=C(C2)Br)C(F)(F)F 2-(azetidin-1-yl)-1-(4-(((2-bromo-5-(trifluoromethyl)pyrazolo[1,5-a]pyrimidin-7-yl)amino)methyl)-4-(4-fluorophenyl)piperidin-1-yl)ethan-1-one